N=C1NC2=C3N=CC=CC3=CC=C2C=C1 2-imino-1,10-phenanthroline